FC1=C(C(=CC=C1)F)C1=C(C(=CC2=C1C(=NO2)N2C(N1[C@H](CC2)C([C@@H](C1)NS(=O)(=O)C)(F)F)=O)COC)F N-{(4aR,6R)-2-[4-(2,6-difluorophenyl)-5-fluoro-6-(methoxymethyl)-1,2-benzoxazol-3-yl]-5,5-difluoro-1-oxooctahydropyrrolo[1,2-c]pyrimidin-6-yl}methanesulfonamide